(6-methylpyridin-2-yl)-4-(4-quinolyl)-1-phenylthiocarbamoyl-1H-pyrazole CC1=CC=CC(=N1)C1=NN(C=C1C1=CC=NC2=CC=CC=C12)C(NC1=CC=CC=C1)=S